CC(C(SC1=NC2=CC=CC=C2C=C1)C1=CC=CC=C1)(C)O 2-methyl-1-phenyl-1-(quinolin-2-ylthio)propan-2-ol